O=C1NC(CCC1NC1=CC(=C(C=C1OC)CC=O)F)=O 2-(4-((2,6-Dioxopiperidin-3-yl)amino)-2-fluoro-5-methoxyphenyl)acetaldehyde